C(C)(C)(C)C=1C=C(C=C(C1)N1N=C(C=C1C)C)[C@@H](CN1CC2(C1)CCN(CC2)C(=O)OC(C)(C)C)CC(=O)OC tert-butyl (S)-2-(2-(3-(tert-butyl)-5-(3,5-dimethyl-1H-pyrazol-1-yl) phenyl)-4-methoxy-4-oxobutyl)-2,7-diazaspiro[3.5]nonane-7-carboxylate